2-[(2-hydroxy-1,1-BIS(hydroxymethyl)ethyl)amino]ethanesulfonic acid OCC(CO)(CO)NCCS(=O)(=O)O